C1(CC1)CN1N=C(C=2C1=NC(=NC2)NC=2C(=CC=1N(C2)N=CN1)C)C 1-(cyclopropylmethyl)-3-methyl-N-(7-methyl-[1,2,4]triazolo[1,5-a]pyridin-6-yl)-1H-pyrazolo[3,4-d]pyrimidin-6-amine